(R)-N-(6-(2-Methylmorpholino)pyridin-2-yl)-4-((methylsulfonyl)methyl)-2-(6-azaspiro[2.5]octan-6-yl)benzamide C[C@H]1OCCN(C1)C1=CC=CC(=N1)NC(C1=C(C=C(C=C1)CS(=O)(=O)C)N1CCC2(CC2)CC1)=O